(2S,4R)-1-[(2S)-2-(4-cyclopropyltriazol-1-yl)-3,3-dimethyl-butanoyl]-4-hydroxy-N-[2-oxo-2-(5-quinolylamino)ethyl]pyrrolidine-2-carboxamide C1(CC1)C=1N=NN(C1)[C@H](C(=O)N1[C@@H](C[C@H](C1)O)C(=O)NCC(NC1=C2C=CC=NC2=CC=C1)=O)C(C)(C)C